CC1=C(C=CC(=C1)CC(F)(F)F)[N+](=O)[O-] 2-methyl-1-nitro-4-(2,2,2-trifluoroethyl)benzene